C[C@@H]1CN(C[C@H](N1)C)C1=CC=CC(=N1)C=1C=NN2C1C=CC=C2 3-[6-[(3R,5R)-3,5-dimethylpiperazin-1-yl]-2-pyridyl]pyrazolo[1,5-a]pyridine